FC(C1CCC=2N(C1)C(=CN2)C(=O)O)(F)F 6-(trifluoromethyl)-5,6,7,8-tetrahydroimidazo[1,2-a]pyridine-3-carboxylic acid